N,N-diethyl-4-aminobenzamide C(C)N(C(C1=CC=C(C=C1)N)=O)CC